1-{4-[4-amino-3-(3-fluoro-5-hydroxyphenyl)-1H-pyrazolo[3,4-d]pyrimidin-1-yl]-1,2,3,4-tetrahydroisoquinolin-2-yl}prop-2-en-1-one NC1=C2C(=NC=N1)N(N=C2C2=CC(=CC(=C2)O)F)C2CN(CC1=CC=CC=C21)C(C=C)=O